1-(2,6-xylyl)thiourea C1(=C(C=CC=C1C)C)NC(=S)N